((1-(tert-butoxycarbonyl)piperidin-4-yl)oxy)isoquinoline 2-oxide C(C)(C)(C)OC(=O)N1CCC(CC1)OC1=[N+](C=CC2=CC=CC=C12)[O-]